6-tert-butyl-2-(2,4,6-trimethylphenoxy)pyridin-3-carboxamid C(C)(C)(C)C1=CC=C(C(=N1)OC1=C(C=C(C=C1C)C)C)C(=O)N